S(=O)(=O)(O)O.O(CC)N1N=CC(=C1N)N 1-ethoxyl-4,5-diaminopyrazole sulfate